[Zn+2].[In+3] indium (Iii)-zinc